formamidine phosphite P(O)(O)O.C(=N)N